(E)-N-(2-cyano-4-(8-(2,6-dimethyl-2H-indazol-5-yl)indolizin-3-carbonyl)phenyl)-4-(((1r,4r)-4-methoxycyclohexyl)amino)but-2-enamide C(#N)C1=C(C=CC(=C1)C(=O)C1=CC=C2C(=CC=CN12)C1=CC2=CN(N=C2C=C1C)C)NC(\C=C\CNC1CCC(CC1)OC)=O